N[C@H]1CS(C2=C(N(C1=O)CC1=CC=C(C=C1)Cl)C=C(C=C2)C=2OC(=NN2)C2(CN(CCC2)CCOC)F)(=O)=O (3R)-3-amino-5-[(4-chlorophenyl)methyl]-7-[5-[3-fluoro-1-(2-methoxyethyl)-3-piperidyl]-1,3,4-oxadiazol-2-yl]-1,1-dioxo-2,3-dihydro-1lambda6,5-benzothiazepin-4-one